tert-butyl 4-(((2S)-4-(isothiazol-5-yl)-2-(4-(methoxycarbonyl) phenyl) piperidin-1-yl) methyl)-5-methoxy-7-methyl-1H-indole-1-carboxylate S1N=CC=C1C1C[C@H](N(CC1)CC1=C2C=CN(C2=C(C=C1OC)C)C(=O)OC(C)(C)C)C1=CC=C(C=C1)C(=O)OC